Methyl 5-[1-[[4-[methyl(2-phenoxyethyl)amino]tetrahydropyran-4-carbonyl]amino]cyclopropyl]pyridine-2-carboxylate CN(C1(CCOCC1)C(=O)NC1(CC1)C=1C=CC(=NC1)C(=O)OC)CCOC1=CC=CC=C1